FC1=CC(=C(C=C1F)NC1=NC(=NC=N1)NC=1C(=CC(=C(C1)NC(C=C)=O)N1[C@H]2[C@@H](CC1)CN(C2)C)OC)C(C)(CC)O N-(5-(4-(4,5-difluoro-2-(2-hydroxybutan-2-yl)phenyl-amino)-1,3,5-triazin-2-ylamino)-4-methoxy-2-((3aS,6aS)-5-methylhexahydropyrrolo[3,4-b]pyrrol-1(2H)-yl)phenyl)acrylamide